N-{1-[(3-hydroxyphenyl)methyl]piperidin-4-yl}carbamic acid tert-butyl ester C(C)(C)(C)OC(NC1CCN(CC1)CC1=CC(=CC=C1)O)=O